(4-amino-1,3-dihydrofuro[3,4-c][1,7]naphthyridin-8-yl)((2S,4aS,9aR)-2-methyl-7-(trifluoromethyl)-2,3,9,9a-tetrahydroindeno[2,1-b][1,4]oxazin-4(4aH)-yl)methanone NC1=NC=2C=NC(=CC2C2=C1COC2)C(=O)N2[C@@H]1[C@H](O[C@H](C2)C)CC=2C=C(C=CC21)C(F)(F)F